3-iodo-1-(pyridin-3-yl)propan-1-ol ICCC(O)C=1C=NC=CC1